5-(imidazo[1,2-a]pyridin-6-yl)-N-(1-methyl-1H-pyrazol-4-yl)pyrrolo[2,1-f][1,2,4]triazin-2-amine N=1C=CN2C1C=CC(=C2)C=2C=CN1N=C(N=CC12)NC=1C=NN(C1)C